(S)-3-(2-(difluoromethoxy)-5-methylphenyl)-7-fluoro-6-(2-(2-hydroxypropan-2-yl)pyrimidin-5-yl)-2,3-dihydropyrazolo[1,2-a]indazol-9(1H)-one FC(OC1=C(C=C(C=C1)C)[C@@H]1CCN2N1C=1C=C(C(=CC1C2=O)F)C=2C=NC(=NC2)C(C)(C)O)F